C(C)(C)(C)OC(=O)N(C(C)C)C(C)C N-(tert-butoxycarbonyl)diisopropylamine